2-(5-bromo-2-fluorophenyl)-2-cyclopropylacetic acid methyl ester COC(C(C1CC1)C1=C(C=CC(=C1)Br)F)=O